C(C)(C)(C)OC(=O)NCC[B-](F)(F)F.[K+].C(C)C=1SC(=C(N1)C1=CC(=CC=C1)C)C1=CC=NC=C1 4-[2-ethyl-4-(3-methylphenyl)thiazole-5-yl]pyridine potassium (2-((tert-butoxycarbonyl)amino)ethyl)trifluoroborate